FC(C(=O)O)(F)F.C(C(C)(C)C)(=O)OCN1N=NC(=C1)C1CCNCC1 (4-(Piperidin-4-yl)-1H-1,2,3-triazol-1-yl)methyl pivalate trifluoroacetic acid salt